C1(=CC=CC=C1)N1C2=C(C=3C=CC=CC13)CNC2 4-phenyl-1,2,3,4-tetrahydropyrrolo[3,4-b]indole